[4-(2-methyl-3-pyridyl)thiazol-2-yl]-6-morpholino-pyridazine-3-carboxamide CC1=NC=CC=C1C=1N=C(SC1)C1=C(N=NC(=C1)N1CCOCC1)C(=O)N